3-((3aR,5s,6aS)-5-(3-(2-methoxypyridin-4-yl)-6-methyl-1H-indazol-5-yl)hexahydrocyclopenta[c]pyrrol-2(1H)-yl)tetrahydro-2H-thiopyran 1,1-dioxide COC1=NC=CC(=C1)C1=NNC2=CC(=C(C=C12)C1C[C@@H]2[C@@H](CN(C2)C2CS(CCC2)(=O)=O)C1)C